N'-acetyl-4-amino-N-((2-fluoro-4-(trifluoromethyl)phenyl)methyl-d2)-N',1-dimethyl-1H-pyrazolo[4,3-c]quinoline-8-carbohydrazide C(C)(=O)N(N(C(=O)C1=CC=2C3=C(C(=NC2C=C1)N)C=NN3C)C([2H])([2H])C3=C(C=C(C=C3)C(F)(F)F)F)C